C(C)C(CN1C2=CC=CC=C2C=2C=C(C=CC12)C1=CC=NC=2N1N=C(C2)N(C)C)CCCC 7-(9-(2-ethylhexyl)-9H-carbazol-3-yl)-N,N-dimethylpyrazolo[1,5-a]pyrimidin-2-amine